The molecule is a beta-D-glucoside of beta-cyclocitral; the precursor of safranal. It is the compound most responsible for the bitter taste of saffron. It derives from a beta-cyclocitral. CC1=C(C(C[C@@H](C1)O[C@H]2[C@@H]([C@H]([C@@H]([C@H](O2)CO)O)O)O)(C)C)C=O